C1(CC1)N1C(=NC2=NC=C(C=C21)C=2C=CN1N=CN=C(C12)OCCO)C 2-(5-(1-cyclopropyl-2-methyl-1H-imidazo[4,5-b]pyridin-6-yl)pyrrolo[2,1-f][1,2,4]triazin-4-yloxy)ethan-1-ol